BrC=1N=C2N(N1)[C@@H](C[C@@H]2F)C2=CC(=C(C=C2)F)F (5s,7s)-2-bromo-5-(3,4-difluorophenyl)-7-fluoro-6,7-dihydro-5H-pyrrolo[1,2-b][1,2,4]triazole